1-butyl-3-methylimidazole tetrachloroiron salt Cl[Fe](Cl)(Cl)Cl.C(CCC)N1CN(C=C1)C